(1-(4-(chloromethyl)-2-methoxybenzyl)-7-(((5-methyl-1,2,4-oxadiazol-3-yl)methyl)amino)-1H-pyrazolo[4,3-d]Pyrimidin-5-yl)carbamic acid methyl ester COC(NC=1N=C(C2=C(N1)C=NN2CC2=C(C=C(C=C2)CCl)OC)NCC2=NOC(=N2)C)=O